O=C1OC(CC1C1(CC(C(C2=CC=CC=C12)C(=O)O)C(=O)O)C)=O 4-(2,5-dioxotetrahydrofuran-3-yl)-4-methyl-1,2,3,4-tetrahydronaphthalene-1,2-dicarboxylic acid